3-(2-methyl-4-pyridyl)-N-(1-methyltetralin-1-yl)-1H-indazol-5-amine CC1=NC=CC(=C1)C1=NNC2=CC=C(C=C12)NC1(CCCC2=CC=CC=C12)C